CC1=NOC=C1C1=CC=C2C(=N1)NC=C2C2=NC(=NC=C2C(F)(F)F)N[C@H]2C[C@H](CNC2)O (3R,5S)-5-[[4-[6-(3-methylisoxazol-4-yl)-1H-pyrrolo[2,3-b]pyridin-3-yl]-5-(trifluoromethyl)pyrimidin-2-yl]amino]piperidin-3-ol